N1NCC2CC3C(C=C12)=C3 hexahydrocyclopropa[f]indazol